3-[[2-[4-(4-ethoxy-6-oxo-1H-pyridin-3-yl)-2-fluorophenyl]acetyl]amino]-N-[2-[(3R)-3-fluoropyrrolidin-1-yl]ethyl]-5-(trifluoromethyl)benzamide C(C)OC=1C(=CNC(C1)=O)C1=CC(=C(C=C1)CC(=O)NC=1C=C(C(=O)NCCN2C[C@@H](CC2)F)C=C(C1)C(F)(F)F)F